ethyl (Z)-3-((3,3-dibutyl-2-methyl-7-(methylthio)-1,1-dioxido-5-phenyl-2,3,4,5-tetrahydro-1,2,5-benzothiadiazepin-8-yl)oxy)-2-fluoroacrylate C(CCC)C1(N(S(C2=C(N(C1)C1=CC=CC=C1)C=C(C(=C2)O\C=C(\C(=O)OCC)/F)SC)(=O)=O)C)CCCC